C1(CC1)C1=NC=C(C(=N1)OCC1CN(CC1)C1=CC=C(C=C1)OC)C#N 2-cyclopropyl-4-((1-(4-methoxyphenyl)pyrrolidin-3-yl)methoxy)pyrimidine-5-carbonitrile